C(C)OC(=O)C=1C(=NOC1C1CC1)C1=C(C=CC=C1F)Br 3-(2-bromo-6-fluorophenyl)-5-cyclopropyl-1,2-oxazole-4-carboxylic acid ethyl ester